COC1=CC=C(C=C1)N(C1=CC=C(C=C1)OC)C1=CC=2C3(C4=CC(=CC=C4C2C=C1)N(C1=CC=C(C=C1)OC)C1=CC=C(C=C1)OC)C1=CC(=CC=C1C=1C=CC(=CC13)N(C1=CC=C(C=C1)OC)C1=CC=C(C=C1)OC)N(C1=CC=C(C=C1)OC)C1=CC=C(C=C1)OC 2,2',7,7'-tetrakis(N,N-bis(4-methoxyphenyl)amino)-9,9'-spirobifluorene